tert-Butyl-(3S,4S)-3-hydroxy-4-((R)-5H-imidazo[5,1-a]isoindol-5-yl)piperidin-1-carboxylat C(C)(C)(C)OC(=O)N1C[C@H]([C@@H](CC1)[C@H]1N2C(C3=CC=CC=C13)=CN=C2)O